ClC=1N=C2SC=CN2C1S(=O)(=O)N1CCC2(CC(OC2=O)CCN2CCN(CC2)C2=CC=C(C=C2)C)CC1 8-((6-chloroimidazo[2,1-b]thiazol-5-yl)sulfonyl)-3-(2-(4-(p-tolyl)piperazin-1-yl)ethyl)-2-oxa-8-azaspiro[4.5]decan-1-one